ClC1=C(C=C(OCCCC2=C(N(C3=C(C=CC=C23)C=2C(=NN(C2C)C)C)CCN2CCNCC2)C(=O)OC(C)(C)C)C=C1C)C Tert-butyl 3-(3-(4-chloro-3,5-dimethylphenoxy)propyl)-1-(2-(piperazin-1-yl)ethyl)-7-(1,3,5-trimethyl-1H-pyrazol-4-yl)-1H-indole-2-carboxylate